(1,2,4-tri-n-propylcyclopentadienyl)tris(dimethylamino)zirconium C(CC)C1(C(=CC(=C1)CCC)CCC)[Zr](N(C)C)(N(C)C)N(C)C